p-glycidyloxyphenyl-dimethyltolylbisphenol A C(C1CO1)OC1=CC(=C(C=C1)C)C1=C(O)C(=C(C(=C1C)C(C)(C)C1=CC=C(C=C1)O)C)C1=CC=CC=C1